FC1=CC=C(C=N1)N1C(N(C(C1)C#N)C1=CN=CC2=CC=CC=C12)=O 1-(6-fluoropyridin-3-yl)-3-(isoquinolin-4-yl)-2-oxoimidazoline-4-carbonitrile